1-(4-methoxybenzyl)-4-(4,4,5,5-tetramethyl-1,3,2-dioxaborolan-2-yl)-1H-pyrazole COC1=CC=C(CN2N=CC(=C2)B2OC(C(O2)(C)C)(C)C)C=C1